The molecule is a flavone C-glycoside that is luteolin substituted by a 2-O-alpha-L-rhamnopyranosyl-(1''->2')]-beta-D-xylopyranosyl residue at positon 6. It has been isolated from the leaves and roots of Petrorhagia velutina. It has a role as a plant metabolite. It is a disaccharide derivative, a flavone C-glycoside and a tetrahydroxyflavone. It derives from a luteolin. C[C@H]1[C@@H]([C@H]([C@H]([C@@H](O1)O[C@@H]2[C@H]([C@@H](CO[C@H]2C3=C(C4=C(C=C3O)OC(=CC4=O)C5=CC(=C(C=C5)O)O)O)O)O)O)O)O